methyl 4-(2-chloroacetamido)-5-cyanothiophene-3-carboxylate ClCC(=O)NC=1C(=CSC1C#N)C(=O)OC